tert-butyl 2-aminopropionate NC(C(=O)OC(C)(C)C)C